2-[1-(mercaptomethyl)cyclopropyl]acetic acid SCC1(CC1)CC(=O)O